C(C)(C)(C)OC(=O)NS(=O)(=O)CC[Si](C)(C)C N-(tert-butoxycarbonyl)-2-(trimethylsilyl)ethylsulfonamide